(E)-4,5-dichloro-1,1,1,6,6,6-hexafluorohex-2-ene ClC(/C=C/C(F)(F)F)C(C(F)(F)F)Cl